C1(CCCC1)OC1=C(C=CC=C1)C1CCN(CC1)[C@H]1CC2(CN(C2)C(=O)C2COC2)CC1 (R)-(6-(4-(2-(cyclopentyloxy)phenyl)piperidin-1-yl)-2-azaspiro[3.4]octan-2-yl)(oxetan-3-yl)methanone